C(C)OC1=C(OCC(=O)N(C)C)C=CC(=C1)\C=C\C(=O)C1=CC=C(C=C1)O 2-[2-Ethoxy-4-[(E)-3-(4-hydroxyphenyl)-3-oxoprop-1-enyl]phenoxy]-N,N-dimethylacetamide